C(C)(C)(C)OC(CN(CC[C@@H](N(OC(OC(C)(C)C)=O)CC(=O)OC(C)(C)C)C(NCCC(=O)OCC1=CC=CC=C1)=O)CC(OC(C)(C)C)=O)=O Benzyl (R)-7-(2-{bis[2-(tert-butoxy)-2-oxoethyl]amino}ethyl)-6-[2-(tert-butoxy)-2-oxoethyl]-2,2-dimethyl-4,8-dioxo-3,5-dioxa-6,9-diazadodecan-12-oate